3-(6-(4-fluoro-3-hydroxyphenoxy)pyridin-2-yl)-N-methylbenzamide FC1=C(C=C(OC2=CC=CC(=N2)C=2C=C(C(=O)NC)C=CC2)C=C1)O